ClC1=CC=2C=C3N(CCN(C3)C(CCOCC3NCC3)=O)C2N=C1 2-((3-(3-chloro-8,9-dihydropyrido[3',2':4,5]pyrrolo[1,2-a]pyrazin-7(6H)-yl)-3-oxopropoxy)methyl)azetidin